(1S,3s)-3-((R)-amino(2,5-difluoro-4-(trifluoromethyl)phenyl)methyl)cyclobutan-1-ol N[C@@H](C1CC(C1)O)C1=C(C=C(C(=C1)F)C(F)(F)F)F